ClC1=C(N=C(NC1=O)C1=CC(=NC=C1)F)N1C(CNCC1)C 5-chloro-2-(2-fluoro-4-pyridinyl)-4-[2-methylpiperazin-1-yl]-1H-pyrimidin-6-one